C(C)(C)(C)OC(NS(NCC1=CC=C(C=C1)N1N=NC2=C1C=CC(=C2)OC)(=O)=O)=O tert-Butyl(N-(4-(5-methoxy-1H-benzo[d][1,2,3]triazol-1-yl)benzyl)sulfamoyl)carbamate